3-amino-N-[2-[[(1R)-1-carbamoylpropyl]amino]ethyl]-5-(trifluoromethyl)benzamide NC=1C=C(C(=O)NCCN[C@H](CC)C(N)=O)C=C(C1)C(F)(F)F